3-(Chloromethyl)-4-(2H3)methoxy-2-methylpyridine ClCC=1C(=NC=CC1OC([2H])([2H])[2H])C